6-amino-2-(3,5-dichloro-4-((2'-oxospiro[bicyclo[2.1.0]pentane-2,3'-indoline]-5'-yl)oxy)phenyl)-1,2,4-triazine-3,5(2h,4h)-dione NC=1C(NC(N(N1)C1=CC(=C(C(=C1)Cl)OC=1C=C2C3(C(NC2=CC1)=O)C1CC1C3)Cl)=O)=O